tert-Butyl 6-chloro-3-[3-(4-chloro-3,5-dimethylphenoxy)propyl]-1-[2-(piperazin-1-yl)ethyl]-7-(1,3,5-trimethyl-1H-pyrazol-4-yl)-1H-indole-2-carboxylate ClC1=CC=C2C(=C(N(C2=C1C=1C(=NN(C1C)C)C)CCN1CCNCC1)C(=O)OC(C)(C)C)CCCOC1=CC(=C(C(=C1)C)Cl)C